ClC1=C(N=C2C=C(C(=NC2=C1N[C@H](C(F)F)C1=C(C(=CC=C1)F)F)C=1C=CC(=NC1)P(C)(C)=O)F)C (S)-(5-(7-chloro-8-((1-(2,3-difluorophenyl)-2,2-difluoroethyl)amino)-3-fluoro-6-methyl-1,5-naphthyridin-2-yl)pyridin-2-yl)dimethylphosphine oxide